6-(6-(4-methoxypyridin-3-yl)-4-methyl-1H-pyrazolo[4,3-c]pyridin-1-yl)-4-((2R,3S)-2-methyl-3-((methylsulfonyl)methyl)azetidin-1-yl)-N-((S)-tetrahydrofuran-3-yl)pyridin-2-amine COC1=C(C=NC=C1)C1=CC2=C(C(=N1)C)C=NN2C2=CC(=CC(=N2)N[C@@H]2COCC2)N2[C@@H]([C@H](C2)CS(=O)(=O)C)C